2-(cyclopenta-1,3-dien-1-yl)-1-phenylethan-1-one C1(=CC=CC1)CC(=O)C1=CC=CC=C1